FC(S(=O)(=O)OC1=C2CC(CC2=CC(=C1)Cl)NC(=O)OC(C)(C)C)(F)F 2-((tert-Butoxycarbonyl) amino)-6-chloro-2,3-dihydro-1H-inden-4-yl trifluoromethanesulfonate